10-chloro-3-methyl-3-oxo-8-(trifluoromethyl)-3λ6-thia-2,4-diazabicyclo[4.4.0]deca-1(6),2,7,9-tetraen-5-one ClC1=CC(=CC=2C(NS(=NC12)(=O)C)=O)C(F)(F)F